C(C)[C@H]1C[C@@H]2C([C@](N1CC2)(COC)CO)=O (1S,2R,4R,6S)-6-ethyl-2-(hydroxymethyl)-2-(methoxymethyl)quinuclidin-3-one